3-((3R,4S)-1-(3-(2-chloro-4-fluorophenyl)propyl)-3-((dimethylamino)methyl)-4-hydroxypiperidin-4-yl)benzamide (4-isobutylcyclohexyl)fumarate C(C(C)C)C1CCC(CC1)/C(/C(=O)O)=C\C(=O)O.ClC1=C(C=CC(=C1)F)CCCN1C[C@H]([C@](CC1)(O)C=1C=C(C(=O)N)C=CC1)CN(C)C